1-(bicyclo[1.1.1]pentan-1-yl)-4-((5-phenyl-1,3,4-thiadiazol-2-yl)methyl)-1,4-dihydropyrazine-2,3-dione C12(CC(C1)C2)N2C(C(N(C=C2)CC=2SC(=NN2)C2=CC=CC=C2)=O)=O